FCOC1=CC=C(C=C1)/C=C/C=O (E)-3-(4-(fluoromethoxy)phenyl)acrolein